6-bromo-8-ethoxyimidazo[1,2-a]pyrazine-2-carboxylic acid BrC=1N=C(C=2N(C1)C=C(N2)C(=O)O)OCC